C(C)(C)(C)OC(NCC1=CC=C(C=C1)C1=CC(=C(C=C1)N1C[C@H](CC1)OC1=NC=C(C=C1)C(F)(F)F)CO)=O (S)-(3'-(hydroxymethyl)-4'-(3-(5-(trifluoromethyl)pyridin-2-yloxy)pyrrolidin-1-yl)biphenyl-4-yl)methylcarbamic acid tert-butyl ester